C(#N)COC(CCC)=O butyric acid (S)-cyanomethyl ester